4-(7-(3-Aminoazepan-1-yl)-3-(2-fluoro-4-(tetrahydro-1H-furo[3,4-c]pyrrol-5(3H)-yl)phenyl)-3H-imidazo[4,5-b]pyridin-2-yl)-2-fluorobenzonitrile NC1CN(CCCC1)C1=C2C(=NC=C1)N(C(=N2)C2=CC(=C(C#N)C=C2)F)C2=C(C=C(C=C2)N2CC1C(C2)COC1)F